4-(4-cyclopropylsulfonyl-3-methyl-phenyl)-3-(difluoromethoxy)-1-trityl-pyrazolo[3,4-c]pyridine-5-carbonitrile C1(CC1)S(=O)(=O)C1=C(C=C(C=C1)C1=C2C(=CN=C1C#N)N(N=C2OC(F)F)C(C2=CC=CC=C2)(C2=CC=CC=C2)C2=CC=CC=C2)C